C(C)(C)(C)OC(=O)[C@@H]1N[C@H]([C@]([C@@H]1C1=C(C=CC=C1)C)(C#N)C1=C(C=CC(=C1)Cl)F)CC(C)(C)C (2R,3S,4R,5S)-3-(2-methylphenyl)-4-(5-chloro-2-fluorophenyl)-4-cyano-5-neopentyl-pyrrolidine-2-carboxylic acid tert-butyl ester